3-tert-Butyl-[1,2,4]oxadiazole-5-carboxylic acid (1-hydroxy-1,3-dihydro-benzo[c][1,2]oxaborol-5-ylmethyl)-amide OB1OCC2=C1C=CC(=C2)CNC(=O)C2=NC(=NO2)C(C)(C)C